C(C=C)(=O)NC=1C=C(C=CC1)N1N=C(C(=C1)C=1C(=C(C(=O)N)C=CC1)OC)[N+](=O)[O-] (1-(3-acrylamidophenyl)-3-nitro-1H-pyrazol-4-yl)-2-methoxybenzamide